4-Amino-3-methyl-butyl-trimethoxysilan NCC(CC[Si](OC)(OC)OC)C